CC(COC1=CC=C(CC2C(NC(S2)=O)=O)C=C1)(C)C1=CC=CC=C1 5-[4-(2-methyl-2-phenylpropoxy)-benzyl]thiazolidine-2,4-dione